tertbutyl 5-amino-4-benzyl-1H-indole-1-carboxylate NC=1C(=C2C=CN(C2=CC1)C(=O)OC(C)(C)C)CC1=CC=CC=C1